(R)-2-(1-cyclopropyl-2-hydroxy-2-methylpropyl)-7-(1-methyl-3-(trifluoromethyl)-1H-indazol-5-yl)isoindolin-1-one C1(CC1)[C@H](C(C)(C)O)N1C(C2=C(C=CC=C2C1)C=1C=C2C(=NN(C2=CC1)C)C(F)(F)F)=O